N-((1s,4s)-4-ethylcyclohexyl)-1-(5-(2-methoxypyridin-4-yl)-1H-pyrazole-3-carbonyl)piperidine-4-carboxamide C(C)C1CCC(CC1)NC(=O)C1CCN(CC1)C(=O)C1=NNC(=C1)C1=CC(=NC=C1)OC